NC1=NC=NC2=C1C(=C1C(=C[C@@H](C(N21)[2H])NC(C=C)=O)C)C=2C=NC1=CC=CC=C1C2 N-((8S)-4-amino-6-methyl-5-(quinolin-3-yl)-8,9-dihydropyrimido[5,4-b]indolizin-8-yl-9-d)acrylamide